ClC=1C=CC2=C(C=C(O2)C(=O)NCC2CCN(CC2)NC(COC2=CC(=C(C=C2)Cl)F)=O)C1 5-chloro-N-((1-(2-(4-chloro-3-fluorophenoxy)acetamido)piperidin-4-yl)methyl)benzofuran-2-carboxamide